2-(2-chloro-5-fluorophenyl)-1-[(4-methoxyphenyl)methyl]-5-oxopyrrolidine-3-carboxylic Acid ClC1=C(C=C(C=C1)F)C1N(C(CC1C(=O)O)=O)CC1=CC=C(C=C1)OC